3-[8-(morpholin-4-carbonyl)-8-azabicyclo[3.2.1]octan-3-yl]-1-(1,3-thiazol-4-carbonyl)-1H-pyrazol-5-amine N1(CCOCC1)C(=O)N1C2CC(CC1CC2)C2=NN(C(=C2)N)C(=O)C=2N=CSC2